4-Methoxy-N-((S)-5-methyl-2-oxo-1-((((S)-2-oxopyrrolidin-3-yl)methyl)amino)hexan-3-yl)-1H-indole-2-carboxamide trifluoroacetic acid salt FC(C(=O)O)(F)F.COC1=C2C=C(NC2=CC=C1)C(=O)N[C@H](C(CNC[C@H]1C(NCC1)=O)=O)CC(C)C